1-[(1-methoxy-4-methyl-5-isoquinolinyl)sulfonyl]-2,3-dihydropyrrolo[3,2-b]pyridine-6-carbonitrile COC1=NC=C(C2=C(C=CC=C12)S(=O)(=O)N1CCC2=NC=C(C=C21)C#N)C